5-bromopicolinoyl chloride BrC=1C=CC(=NC1)C(=O)Cl